ClC1=C(C=CC(=C1)S(=O)(=O)C)N(C(OC(C)(C)C)=O)CC#C tert-butyl (2-chloro-4-(methylsulfonyl)phenyl)(prop-2-yn-1-yl)carbamate